ClC1=C(C=C(C(=C1)Cl)OC(C(F)F)(F)F)N1C(N(CCC1)[C@H](C(=O)OC)C)=O methyl (2S)-2-[3-[2,4-dichloro-5-(1,1,2,2-tetrafluoroethoxy)phenyl]-2-oxo-hexahydropyrimidin-1-yl]propanoate